FC=1C=C(CS(=O)(=O)NC2=CC=C(CN3CCN(CC3)CC3=CC=C(C(=O)NO)C=C3)C=C2)C=CC1 4-((4-(4-(N-(3-fluorobenzyl)sulfonylamino)benzyl)piperazin-1-yl)methyl)-N-hydroxybenzoamide